5-dimethylamino-2-[(dimethylamino)methyl]phenol CN(C=1C=CC(=C(C1)O)CN(C)C)C